FC(C1=CSC2=C1CCC(C2)NC(OCC2=CC=CC=C2)=O)(F)F benzyl N-[3-(trifluoromethyl)-4,5,6,7-tetrahydrobenzothiophen-6-yl]carbamate